2-[3-(1-aminoethyl)-2-fluoro-phenyl]-2,2-difluoro-N,N-dimethyl-acetamide hydrochloric acid salt Cl.NC(C)C=1C(=C(C=CC1)C(C(=O)N(C)C)(F)F)F